C(C#C)SC=1C=C(C=C(C1)C(F)(F)F)O 3-(prop-2-yne-1-ylthio)-5-(trifluoromethyl)phenol